OC1=C(C(NN=C1)=O)C(CNC(C)=O)CC1=CC=C(C=C1)C#CC1=CC=C(C=C1)CN1CCOCC1 N-(2-(5-hydroxy-3-oxo-2,3-dihydropyridazin-4-yl)-3-(4-((4-(morpholinomethyl)phenyl)ethynyl)phenyl)propyl)acetamide